Tert-butyl 2,4-dioxo-1,5,6,8-tetrahydropyrido[3,4-d]pyrimidine-7-carboxylate O=C1NC(C2=C(N1)CN(CC2)C(=O)OC(C)(C)C)=O